(S)-N-(4-(3-(2,6-dimethylpyridin-4-yl)phenyl)thiazol-2-yl)-1-(1-(methylsulfonyl)-1H-pyrrole-3-carbonyl)pyrrolidine-2-carboxamide CC1=NC(=CC(=C1)C=1C=C(C=CC1)C=1N=C(SC1)NC(=O)[C@H]1N(CCC1)C(=O)C1=CN(C=C1)S(=O)(=O)C)C